spiro[cyclohexane-1,1'-indene]-4-carboxylic acid C12(C=CC3=CC=CC=C13)CCC(CC2)C(=O)O